CC1CN(CC=C1OS(=O)(=O)C(F)(F)F)C(=O)OC(C)(C)C tert-butyl 3-methyl-4-(((trifluoromethyl)sulfonyl)oxy)-3,6-dihydropyridine-1(2H)-carboxylate